FC1=C(C=CC=C1)C1=NC(=NC(=C1)C(F)(F)F)SC 4-(2-fluorophenyl)-2-(methylthio)-6-(trifluoromethyl)pyrimidine